tert-butyl (R)-6-methyl-6,7-dihydrothiazolo[5,4-c]pyridine-5(4H)-carboxylate C[C@@H]1CC2=C(CN1C(=O)OC(C)(C)C)SC=N2